(4-chloro-1-(4,5-dimethyl-6-oxo-1,6-dihydropyrimidin-2-yl)-3-methyl-1H-pyrazol-5-yl)-4-nitroaniline ClC=1C(=NN(C1NC1=CC=C(C=C1)[N+](=O)[O-])C=1NC(C(=C(N1)C)C)=O)C